CC1=C(N=C(C(=C1C(=O)O)F)C[C@@]1(C[C@H](N(CC1)CC1=C(C(=CC=C1)Cl)F)C)C(=O)OC(C)(C)C)NC1=NN(C(=C1)C)C(C)(C)C methyl-2-(((2R,4R)-4-(tert-butoxycarbonyl)-1-(3-chloro-2-fluoro-benzyl)-2-methylpiperidin-4-yl)methyl)-6-((1-(tert-butyl)-5-methyl-1H-pyrazol-3-yl)amino)-3-fluoroisonicotinic acid